5-chloro-3,3-dimethyl-2,3-dihydro-1H-inden-1-one ClC=1C=C2C(CC(C2=CC1)=O)(C)C